(Z)-1-(3-((1H-imidazol-5-yl)methylene)-2-oxindol-6-yl)-3-(3-(tert-butyl)isoxazol-5-yl)urea N1C=NC=C1\C=C\1/C(NC2=CC(=CC=C12)NC(=O)NC1=CC(=NO1)C(C)(C)C)=O